2-carbonylmethoxyethyl-dimethoxysilane C(=O)=COCC[SiH](OC)OC